ClC=1C=CC(=C(C1)S(=O)(=O)NC1=CC=C(C=C1)C1=NC(=C2C(=N1)NN=C2C)NCCN(C)C)F 5-chloro-N-(4-(4-((2-(dimethylamino)ethyl)amino)-3-methyl-1H-pyrazolo[3,4-d]pyrimidin-6-yl)phenyl)-2-fluorobenzenesulfonamide